FC1=C(SC=C1CN1C(=NC=C1)C)S(=O)(=O)N 3-Fluoro-4-[(2-methylimidazol-1-yl)methyl]-thiophene-2-sulfonamide